FC(C1=CC(=NC2=CC=CC=C12)OCCN1C(C2=CC=CC=C2C1=O)=O)(F)F 2-(2-((4-(trifluoromethyl)quinolin-2-yl)oxy)ethyl)isoindoline-1,3-dione